C(C)C=1N=C2N(C=C(C=C2)C=2C=NC(=NC2)N2CCN(CC2)C(=O)C2(CC2)O)C1N(C=1SC(=C(N1)C1=CC=C(C=C1)F)C#N)C 2-((2-ethyl-6-(2-(4-(1-hydroxycyclopropane-1-carbonyl)piperazin-1-yl)pyrimidin-5-yl)imidazo[1,2-a]pyridin-3-yl)(methyl)amino)-4-(4-fluorophenyl)thiazole-5-carbonitrile